C(C)(=O)C1=NN(C2=CC=C(C=C12)C=1C=NC(=NC1)C)CC(=O)N1[C@@H](C[C@H](C1)F)C(=O)NC1=NC(=CC=C1)C(C)=O (2S,4R)-1-(2-(3-acetyl-5-(2-methylpyrimidin-5-yl)-1H-indazol-1-yl)acetyl)-N-(6-acetylpyridin-2-yl)-4-fluoropyrrolidine-2-carboxamide